COC(=O)C1=CC(=CC=2NC(=NC21)C)OCC(=O)O 2-((4-(methoxycarbonyl)-2-methyl-1H-benzo[d]imidazol-6-yl)oxy)acetic acid